ClC=1C=NC=C(C1[C@@H](C)OC=1C=C2C(=NNC2=CC1F)C=1C=NC(=C(C1)F)N1CC2(CN(C2)S(=O)(=O)C)C1)Cl 5-[(1R)-1-(3,5-dichloro-4-pyridyl)ethoxy]-6-fluoro-3-[5-fluoro-6-(2-methylsulfonyl-2,6-diazaspiro[3.3]heptan-6-yl)-3-pyridyl]-1H-indazole